O1C=2N(CC(=CC1)CO)N=C1C2CNCC1 (2,5,8,9,10,11-Hexahydropyrido[4',3':3,4]pyrazolo[5,1-b][1,3]oxazepin-4-yl)-methanol